5-(benzyl(methyl)amino)pyrazolo[1,5-a]pyrimidin-6-ol C(C1=CC=CC=C1)N(C1=NC=2N(C=C1O)N=CC2)C